NC=1C=CC(=C2CN(C(C12)=O)CC(C#N)=C)C=1C=C2C(=NNC2=CC1)C#C 2-{[7-amino-4-(3-ethynyl-1H-indazol-5-yl)-1-oxo-2,3-dihydro-1H-isoindol-2-yl]methyl}prop-2-enenitrile